P(=O)(OCOP(=O)(OCCCC)OCCCC)(OCCCC)OCCCC Methylene tetrabutyl bisphosphate